5-bromo-2,2-dimethyl-2,3-dihydro-1H-inden-1-amine BrC=1C=C2CC(C(C2=CC1)N)(C)C